pinacolone CC(C(C)(C)C)=O